(S)-2-(N-[4-amino-5-(4-benzyloxybenzoyl)thiazol-2-yl]-4-chloro-3-fluoro-anilino)propanamide NC=1N=C(SC1C(C1=CC=C(C=C1)OCC1=CC=CC=C1)=O)N(C1=CC(=C(C=C1)Cl)F)[C@H](C(=O)N)C